2-[N-methyl-N-(t-butoxycarbonyl)amino]ethanethiol CN(C(=O)OC(C)(C)C)CCS